(1S)-1-[3-(3-chloro-2-piperazin-1-yl-6-quinolinyl)phenyl]ethanamine dihydrochloride Cl.Cl.ClC=1C(=NC2=CC=C(C=C2C1)C=1C=C(C=CC1)[C@H](C)N)N1CCNCC1